Ethyl 2-((4-(6-((4-chloro-2-fluorobenzyl) oxy) pyridin-2-yl) piperidin-1-yl) methyl)-1-((1-isopropyl-1H-imidazol-5-yl) methyl)-1H-thieno[2,3-d]imidazole-5-carboxylate ClC1=CC(=C(COC2=CC=CC(=N2)C2CCN(CC2)CC=2N(C3=C(N2)SC(=C3)C(=O)OCC)CC3=CN=CN3C(C)C)C=C1)F